Methyl 3-((3-chlorophenyl)(hydroxy)methyl)bicyclo[1.1.1]pentane-1-carboxylate ClC=1C=C(C=CC1)C(C12CC(C1)(C2)C(=O)OC)O